[9-ethyl-6-(2-methylbenzoyl)-9H-carbazol-3-yl]ethanone C(C)N1C2=CC=C(C=C2C=2C=C(C=CC12)C(C)=O)C(C1=C(C=CC=C1)C)=O